N-(4-(((6-cyclopropyl-8-(2-oxopyrrolidin-1-yl)imidazo[1,2-a]pyridin-2-yl)methyl)amino)pyridin-2-yl)-2-(3-fluoro-4-methoxypyridin-2-yl)acetamide C1(CC1)C=1C=C(C=2N(C1)C=C(N2)CNC2=CC(=NC=C2)NC(CC2=NC=CC(=C2F)OC)=O)N2C(CCC2)=O